CS(=O)(=O)N1CC2=CC=C(C=C2C1)NC1=NC=C(C(=N1)NC=1C=CC2=C(NC(O2)=O)C1)C 5-[2-(2-Methanesulfonyl-2,3-dihydro-1H-isoindol-5-ylamino)-5-methyl-pyrimidin-4-ylamino]-3H-benzooxazol-2-one